BrC1=CC=C(C=C1)C1=NC2=C(C=CC=C2C(N1)CO)Cl [2-(4-bromophenyl)-8-chloro-3,4-dihydroquinazolin-4-yl]methanol